3-butenylamine hydrochloride Cl.C(CC=C)N